C(C)(C)(C)OC(=O)N1C(CNCC1)(C)C tert-butyl-2,2-dimethyl-piperazine-1-carboxylate